N-(4-fluorobenzyl)-3',4,4',5-tetrahydroxy-[1,1'-biphenyl]-2-sulfonamide FC1=CC=C(CNS(=O)(=O)C=2C(=CC(=C(C2)O)O)C2=CC(=C(C=C2)O)O)C=C1